(R)-2-amino-3-((tert-butyldimethylsilyl)oxy)-2-methylpropanamide N[C@@](C(=O)N)(CO[Si](C)(C)C(C)(C)C)C